ethyl (S)-1-(1-(tert-butoxycarbonyl) pyrrolidin-3-yl)-3-iodo-1H-pyrazole-4-carboxylate C(C)(C)(C)OC(=O)N1C[C@H](CC1)N1N=C(C(=C1)C(=O)OCC)I